C1=CC=CC2=[NH+]C3=CC=CC=C3C=C12 anti-acridinium